tert-butyl ((trans)-2-(4-bromophenyl)cyclopropyl)((trans)-4-((tert-butoxycarbonyl)amino)cyclohexyl)carbamate BrC1=CC=C(C=C1)[C@H]1[C@@H](C1)N(C(OC(C)(C)C)=O)[C@@H]1CC[C@H](CC1)NC(=O)OC(C)(C)C